OC1=C(C(=O)C2=CC=C(C=C2)CC=C)C=CC(=C1)O 2,4-dihydroxy-4'-(2-propenyl)benzophenone